carbamoyloxyethyl-triazole C(N)(=O)OCCC=1N=NNC1